methyl 1-(4-benzylsulfanylphenyl)-9H-pyrido[3,4-b]indole-3-carboxylate C(C1=CC=CC=C1)SC1=CC=C(C=C1)C1=NC(=CC2=C1NC1=CC=CC=C21)C(=O)OC